C(C)(C)C1=CNC(C2=CC=3C=CN=C(C3C=C21)OC[C@H]2NC(CC2)=O)=O (S)-4-isopropyl-6-((5-oxopyrrolidin-2-yl)methoxy)pyrido[3,4-g]isoquinolin-1(2H)-one